N-ALLYLIMIDAZOLIUM C(C=C)N1C=[NH+]C=C1